4-((1S,3S,4S)-3-hydroxy-4-methylcyclohexylamino)-2-((1r,4S)-4-methoxycyclohexylamino)pyrimidine-5-carboxamide O[C@H]1C[C@H](CC[C@@H]1C)NC1=NC(=NC=C1C(=O)N)NC1CCC(CC1)OC